C(#N)[C@H](CC1=CC=C(C=C1)C=1C=CC2=C(N(C(O2)=O)C)C1)NC(=O)[C@H]1OC[C@@](CN(C1)C(=O)[O-])(C)OC |o1:27| (2S,6S*)-2-{[(1S)-1-cyano-2-[4-(3-methyl-2-oxo-2,3-dihydro-1,3-benzoxazol-5-yl)phenyl]ethyl]carbamoyl}-6-methoxy-6-methyl-1,4-oxazepane-4-carboxylate